C(C)(C)(C)[C@H]1CNC(O1)=[Fe+2].[CH-]1C=CC=C1.[CH-]1C=CC=C1 (S)-(5-tert-butyl-oxazolidinediyl)ferrocene